ClC=1N=C2C(=CC=NC2=CC1)O 6-chloro-4-hydroxy-1,5-naphthyridine